C(#N)CC1(CN(C1)C1CCN(CC1)C(=O)OCC1=C(C=C(C=C1)F)F)N1N=CC(=C1)C=1C2=C(N=CN1)NC=C2 2,4-difluorobenzyl 4-{3-(cyanomethyl)-3-[4-(7H-pyrrolo[2,3-d]pyrimidin-4-yl)-1H-pyrazol-1-yl]azetidin-1-yl}piperidine-1-carboxylate